6-(1-(4-amino-2-(6-azaspiro[2.5]oct-6-yl)phenyl)-1H-pyrazol-4-yl)-2-(4,4-difluorocyclohexyl)pyridazin-3(2H)-one NC1=CC(=C(C=C1)N1N=CC(=C1)C=1C=CC(N(N1)C1CCC(CC1)(F)F)=O)N1CCC2(CC2)CC1